C(CCCCCCC)C(CCCCCCCC)OC(CCCCCCCOC(=O)[C@H]1N(C[C@H](C1)N=[N+]=[N-])C(=O)OC(C)(C)C)=O (2s,4s)-4-azidopyrrolidine-1,2-dicarboxylic acid O1-tert-butyl ester O2-[8-(1-octylnonyloxy)-8-oxo-octyl] ester